CC1=CC=C(C=C1)S(=O)(=O)OC[C@@](C(F)(F)F)(C)O (R)-3,3,3-trifluoro-2-hydroxy-2-methylpropyl 4-methylbenzenesulfonate